4-(3-(3-bromo-5-isobutyl-1H-pyrazol-1-yl)phenyl)morpholine BrC1=NN(C(=C1)CC(C)C)C=1C=C(C=CC1)N1CCOCC1